CN1CCC(CC1)NC(=O)C2=CC(=C(C=C2)N)OC(F)(F)F 4-amino-N-(1-methylpiperidin-4-yl)-3-(trifluoromethoxy)benzamide